N-CYCLOPROPYL-3-(2-FORMYL-5-METHOXYPHENOXY)PROPANAMIDE C1(CC1)NC(CCOC1=C(C=CC(=C1)OC)C=O)=O